ClC=1N=CC(=C2C=C(N=CC12)C1(CC1)C(=O)N)C1=CC=CC=C1 (8-chloro-5-phenyl-2,7-naphthyridin-3-yl)cyclopropanecarboxamide